N-(2-chloro-6-fluorophenyl)-2-(2-(5-(trifluoromethyl)-1,2,4-oxadiazol-3-yl)-6,7-dihydrothieno[3,2-c]pyridin-5(4H)-yl)acetamide ClC1=C(C(=CC=C1)F)NC(CN1CC2=C(CC1)SC(=C2)C2=NOC(=N2)C(F)(F)F)=O